NC1=NC=C(C2=C1C(=NN2C(C)C)C2=CC(=C(C=C2F)NS(=O)(=O)C2=C(C=CC(=C2)C)F)F)C2CCC(CC2)NC[C@@H](C)F N-(4-(4-amino-7-((1R,4r)-4-(((R)-2-fluoropropyl)amino)cyclohexyl)-1-isopropyl-1H-pyrazolo[4,3-c]pyridin-3-yl)-2,5-difluorophenyl)-2-fluoro-5-methylbenzenesulfonamide